C[C@@H]1[C@@H](CC[C@]2([C@H]1CC(=O)C3=C2C(=O)[C@@H]([C@]4([C@H]3CC[C@@H]4[C@H](C)CCC(=C)C(C)C(=O)O)C)O)C)O The molecule is a steroid acid that is ergosta-8,24(28)-dien-26-oic acid substituted by hydroxy groups at positions 3 and 12, a methyl group at position 4 and oxo groups at positions 7 and 11 (the 3alpha,4alpha,5alpha,12alpha stereoisomer). Isolated from Antrodia cinnamomea and Antrodia camphorata, it exhibits antineoplastic activity. It has a role as a metabolite and an antineoplastic agent. It is an 11-oxo steroid, a 7-oxo steroid, a steroid acid, a 3alpha-hydroxy steroid, a 12alpha-hydroxy steroid, a monocarboxylic acid and a secondary alpha-hydroxy ketone.